S1C=NC2=C1C(=CC=C2)[C@@H](C=2N=NN(C2)C2CC2)NC=2C=C1C(=C(C=NC1=C(C2)C#N)C#N)NCC(C)(C)C (S)-1-(4-(benzo[d]thiazol-7-yl((3,8-dicyano-4-(neopentylamino)quinolin-6-yl)amino)methyl)-1H-1,2,3-triazol-1-yl)cyclopropane